C(C)(C)(C)P(CCN)C(C)(C)C 2-(di-tert-butylphosphino)ethylamine